4-[[3-fluoro-2-methoxy-propyl]-[4-(5,6,7,8-tetrahydro-1,8-naphthyridin-2-yl)butyl]amino]-2-[(2-pyrimidin-2-ylacetyl)amino]butanoic acid FCC(CN(CCC(C(=O)O)NC(CC1=NC=CC=N1)=O)CCCCC1=NC=2NCCCC2C=C1)OC